3-(3-methylphenyl)pyrimido[1,2-a]benzimidazole CC=1C=C(C=CC1)C=1C=NC2=NC3=C(N2C1)C=CC=C3